C(CCC)C1=NC=2C(=C3C(=NC2NC(C)(C)C)C=C(S3)C3CCN(CC3)C(=O)OC(C)(C)C)N1 tert-butyl 4-{2-butyl-4-(tert-butylamino)-1H-thieno[3,2-b]imidazo[4,5-d]pyridin-7-yl}hexahydropyridine-1-carboxylate